C(C)(C)N[Si](CC)(CC)CC isopropylamino-triethyl-silane